trans-3-phenylthio-γ-nonanolactone C1(=CC=CC=C1)SC1(CC(=O)O1)CCCCCC